4-(3-((6-(3-(2-ethoxyphenoxy)piperidin-1-yl)pyrazin-2-yl)amino)-3-Oxoprop-1-en-1-yl)benzoic acid C(C)OC1=C(OC2CN(CCC2)C2=CN=CC(=N2)NC(C=CC2=CC=C(C(=O)O)C=C2)=O)C=CC=C1